N1N=CC=2C(NCCC21)=O 6,7-dihydro-1H-pyrazolo[4,3-c]Pyridin-4(5H)-one